7-[1-(2,2-difluoroethyl)-1H-pyrazolo[3,4-b]pyrazin-6-yl]-2-[2-(trifluoromethyl)pyrimidin-5-yl]-2,7-diazaspiro[3.5]nonane FC(CN1N=CC=2C1=NC(=CN2)N2CCC1(CN(C1)C=1C=NC(=NC1)C(F)(F)F)CC2)F